2-chloro-N-(4-((E)-2-(2-(((1r,4r)-4-(dimethylamino)cyclohexyl)amino)pyrimidin-5-yl)vinyl)-3-methylphenyl)benzenesulfonamide ClC1=C(C=CC=C1)S(=O)(=O)NC1=CC(=C(C=C1)\C=C\C=1C=NC(=NC1)NC1CCC(CC1)N(C)C)C